CC(CC[C@@H](C(=O)O)NC(C([C@H](CC)C)NC([C@H](C(C)C)NC(=O)[C@H]1NCCC1)=O)=O)(C)C (2S)-5,5-Dimethyl-2-((3S)-3-methyl-2-((S)-3-methyl-2-((S)-pyrrolidine-2-carboxamido)butan-amido)pentanamido)hexanoic acid